C(C)(C)(C)OC(=O)N1CC2(CC1)CCN(CC2)C=2C=NC(=CC2)[N+](=O)[O-] 8-(6-nitropyridin-3-yl)-2,8-diazaspiro[4.5]decane-2-carboxylic acid tert-butyl ester